4-[(3-chloro-4-fluorophenyl)amino]-6-(1-methyl-piperidin-4-yloxy)-7-methoxy-quinazoline ClC=1C=C(C=CC1F)NC1=NC=NC2=CC(=C(C=C12)OC1CCN(CC1)C)OC